bis-(3,4-epoxycyclohexylmethyl) oxalate C(C(=O)OCC1CC2C(CC1)O2)(=O)OCC2CC1C(CC2)O1